2-(4-(5-chloro-2-(1H-tetrazol-1-yl)phenyl)-2,5-dioxopiperazin-1-yl)-N-(4-cyanophenyl)-3-phenylpropanamide ClC=1C=CC(=C(C1)N1CC(N(CC1=O)C(C(=O)NC1=CC=C(C=C1)C#N)CC1=CC=CC=C1)=O)N1N=NN=C1